C(CCC)C=1OC(=CC(C1)=O)C1=CC=CC=C1 2-butyl-6-phenyl-4-pyrone